C(C)(C)(C)OC(=O)N1CCC(CC1)COC1=NC=CC=C1[N+](=O)[O-].BrCC(=O)C1=CC=C(C=C1)Cl 2-Bromo-1-(4-chlorophenyl)ethan-1-one Tert-butyl-4-{[(3-nitropyridin-2-yl)oxy]methyl}piperidine-1-carboxylate